C(C)(C)(C)OC(=O)N1CCC(CC1)[C@@H](C1=CC=CC=C1)NS(=O)(=O)C=1C=NC(=CC1)OC(C)C 4-[(S)-[(6-isopropoxy-3-pyridinyl)sulfonylamino]-phenyl-methyl]piperidine-1-carboxylic acid tert-butyl ester